([1,1'-biphenyl]-4-yloxy)-2-methylpyridin-3-amine C1(=CC=C(C=C1)OC1=C(C(=NC=C1)C)N)C1=CC=CC=C1